[Ti+4].C1(CCCCCC1)(CO)CO 1-cycloheptanedimethanol titanium (IV)